N(=[N+]=[N-])CCOCCN(C1=NC(=NC(=C1)C)NC1=CC=C(C=C1)NC(CC1=CC=CC=C1)=O)C N-(4-((4-((2-(2-azidoethoxy)ethyl)(methyl)amino)-6-methylpyrimidin-2-yl)amino)phenyl)-2-phenylacetamide